3-methacryloxypropyl-(methyl)dimethoxysilane (S)-quinuclidin-3-yl-(2,2-dimethyl-6-(4-(trifluoromethyl)phenyl)-2,3-dihydro-1H-inden-1-yl)carbamate N12CC(C(CC1)CC2)N(C(O)=O)[C@H]2C(CC1=CC=C(C=C21)C2=CC=C(C=C2)C(F)(F)F)(C)C.C(C(=C)C)(=O)OCCC[Si](OC)(OC)C